C(#N)C1=CC(=C(COC2=CC=CC(=N2)N2C=NN(CC2)CC2=NC3=C(N2C[C@H]2OCC2)C=C(C=C3)C(=O)OC)C=C1)F methyl (S)-2-((4-(6-((4-cyano-2-fluorobenzyl) oxy) pyridin-2-yl)-5,6-dihydro-1,2,4-triazin-1(4H)-yl) methyl)-1-(oxetan-2-ylmethyl)-1H-benzo[d]imidazole-6-carboxylate